ClC(OC1=CC=C(C=C1)NC(=O)C1=CN(C(C=C1)=O)C1=C(C=CC=C1)F)(F)F N-[4-(Chlorodifluoromethoxy)phenyl]-1-(2-fluorophenyl)-6-oxo-1,6-dihydropyridine-3-carboxamide